ClC1=C(C#N)C(=CC=C1)N1N=CC(=C1)C1=CN(C(C=C1C=1C=NC(=NC1)NC)=O)C 2-chloro-6-(4-(1-methyl-4-(2-(methylamino)pyrimidin-5-yl)-6-oxo-1,6-dihydropyridin-3-yl)-1H-pyrazol-1-yl)benzonitrile